C(CCCCCCCCCCC)C(CCC)S n-dodecyl-mercaptobutane